FC1=CC=C(C=C1)C1=C(C(=NC(=C1)C1=C(C=CC=C1)OC)OC)C#N 4-(4-Fluorophenyl)-2-methoxy-6-(2-methoxyphenyl)pyridine-3-carbonitrile